C1(=C(C=CC=C1)NC1=C(C=CC=C1)C)C di(o-tolyl)amine